3-ethyl-4-(3-(4-(1,2,3,6-tetrahydropyridin-4-yl)-1H-imidazol-2-yl)-1H-indazol-6-yl)phenol C(C)C=1C=C(C=CC1C1=CC=C2C(=NNC2=C1)C=1NC=C(N1)C=1CCNCC1)O